C(C)(C)N1N=C(C(=C1C)O)C1=C(C=CC=C1)S(=O)(=O)C 1-isopropyl-3-(2-(methylsulfonyl)phenyl)-5-methyl-pyrazol-4-ol